3-(5-mercapto-4-(3,4,5-trichlorophenyl)-4H-1,2,4-triazol-3-yl)propan-1-ol SC=1N(C(=NN1)CCCO)C1=CC(=C(C(=C1)Cl)Cl)Cl